quinazoline-7,8-dione N1=CN=CC=2C=CC(C(C12)=O)=O